(9Z,9'Z)-N,N'-(disulfanediylbis(ethane-2,1-diyl))bis(N-methyloctadec-9-en-1-amine) S(SCCN(CCCCCCCC\C=C/CCCCCCCC)C)CCN(CCCCCCCC\C=C/CCCCCCCC)C